3,5-diaminochlorobenzene C1=C(C=C(C=C1N)Cl)N